FC1=C(C#N)C=C(C(=C1C)NC1=NC=C2N(C(N(C2=N1)C1CCOCC1)=O)C)C 2-fluoro-3,5-dimethyl-4-((7-methyl-8-oxo-9-(tetrahydro-2H-pyran-4-yl)-8,9-dihydro-7H-purin-2-yl)amino)benzonitrile